[C@H]12C[C@@H](CC[C@@H]2O1)NC(OCC1=CC=CC=C1)=O Benzyl (1R,3R,6S)-7-oxabicyclo[4.1.0]Heptane-3-ylcarbamate